C1(=CC=CC=C1)CC1=CC(=CO1)C1(C([C@]1(C(=O)[O-])C)(C)C)C=C1C(OCC1)=O (1R-cis)-[5-(phenylmethyl)-3-furanyl]-methyl-3-[(dihydro-2-oxo-3(2H)-furanylidene)methyl]-2,2-dimethyl-cyclopropanecarboxylate